tert-Butyl (1R,3S,5R)-5-(Azidomethyl)-3-((6-bromo-3-methylpyridin-2-yl)carbamoyl)-2-azabicyclo[3.1.0]hexane-2-carboxylate N(=[N+]=[N-])C[C@]12C[C@H](N([C@@H]2C1)C(=O)OC(C)(C)C)C(NC1=NC(=CC=C1C)Br)=O